bis(9,9-dimethylfluoren-2-yl)amine CC1(C2=CC=CC=C2C=2C=CC(=CC12)NC1=CC=2C(C3=CC=CC=C3C2C=C1)(C)C)C